N-(cyclopropylmethyleneamino)-4-methyl-benzenesulfonamide C1(CC1)C=NNS(=O)(=O)C1=CC=C(C=C1)C